4-(3-(6-(6-(Methoxymethoxy)hexyl)pyridin-3-yl)-4,4-dimethyl-5-oxo-2-thioxoimidazolidin-1-yl)-2-(trifluoromethyl)benzonitrile COCOCCCCCCC1=CC=C(C=N1)N1C(N(C(C1(C)C)=O)C1=CC(=C(C#N)C=C1)C(F)(F)F)=S